C(C)(C)(C)OC(=O)N(CCC1=NC(=CC=C1[N+](=O)[O-])OC)CC1=C(C=CC(=C1F)F)NC1=C(C(=O)OC)C=C(C(=C1)C(F)(F)F)F methyl 2-((2-(((tert-butoxy-carbonyl)(2-(6-methoxy-3-nitropyridin-2-yl)ethyl)amino)methyl)-3,4-difluorophenyl) amino)-5-fluoro-4-(trifluoromethyl)benzoate